4-[(5-fluoro-4-{6-methyl-5-oxa-8-azaspiro[3.5]nonan-8-yl}pyrimidin-2-yl)amino]benzenesulfonamide FC=1C(=NC(=NC1)NC1=CC=C(C=C1)S(=O)(=O)N)N1CC(OC2(CCC2)C1)C